ClC1=CC(N(C=C1)C(C)N1N=NC(=C1)C=1C=NC(=C(C1)OC)C)=O 4-chloro-1-(1-(4-(5-methoxy-6-methylpyridin-3-yl)-1H-1,2,3-triazol-1-yl)ethyl)pyridin-2(1H)-one